2-(4-fluoro-2-methyl-1,3-benzoxazol-6-yl)-7-(1-propyl-1,2,3,6-tetrahydropyridin-4-yl)-4H-pyrido[1,2-a]pyrimidin-4-one FC1=CC(=CC2=C1N=C(O2)C)C=2N=C1N(C(C2)=O)C=C(C=C1)C=1CCN(CC1)CCC